N-(3-((4-(Dimethylamino)piperidin-1-yl)methyl)-5-(trifluoromethyl)phenyl)-6-(imidazo[1,2-a]pyridin-3-carbonyl)-4,5,6,7-tetrahydrothieno[2,3-c]pyridin-3-carboxamid CN(C1CCN(CC1)CC=1C=C(C=C(C1)C(F)(F)F)NC(=O)C1=CSC=2CN(CCC21)C(=O)C2=CN=C1N2C=CC=C1)C